5-(3-chlorophenyl)-N-(cyclopentylmethyl)-7H-pyrrolo[2,3-d]pyrimidin-4-amine ClC=1C=C(C=CC1)C1=CNC=2N=CN=C(C21)NCC2CCCC2